C(=O)C1=CC=C(OCCCC(=O)ON2C(CCC2=O)=O)C=C1 2,5-Dioxopyrrolidin-1-yl 4-(4-formylphenoxy)butanoate